(R)-3-bromo-6-chloro-4-((1-cyclopropyl-3-hydroxypropyl)amino)-1-methyl-1,8-naphthyridin-2(1H)-one BrC=1C(N(C2=NC=C(C=C2C1N[C@H](CCO)C1CC1)Cl)C)=O